4-[(1S,3S)-2,2-dimethyl-3-{5-[4-(trifluoromethoxy)phenyl]-1,2,4-oxadiazol-3-yl}cyclopropyl]benzenesulfonamide CC1([C@H]([C@@H]1C1=NOC(=N1)C1=CC=C(C=C1)OC(F)(F)F)C1=CC=C(C=C1)S(=O)(=O)N)C